C(C)(C)C1=C2C(=CN=C1)OCC=1C=C(C=CC12)[N+](=O)[O-] 1-isopropyl-8-nitro-6H-isochromeno[3,4-c]pyridine